1-(1-Isocyanoethylsulfonyl)-4-methyl-benzene [N+](#[C-])C(C)S(=O)(=O)C1=CC=C(C=C1)C